C(C)(C)(C)C1=CC=C(C=C1)C=1N=C2SCCCN2C(C1C#N)=O 8-(4-tert-butylphenyl)-6-oxo-2H,3H,4H,6H-pyrimido[2,1-b][1,3]thiazine-7-carbonitrile